2-acryl-2-methylpropanesulfonic acid C(=O)(C=C)C(CS(=O)(=O)O)(C)C